alpha-linolenoic acid ethyl ester C(C)OC(CCCCCCC\C=C/C\C=C/C\C=C/CC)=O